bicyclo[3.2.1]octane-2,4-dione C12C(CC(C(CC1)C2)=O)=O